C1(=CC=C(C=C1)NC1=CC=2C(C3=CC=CC=C3C2C=C1)(C)C)C1=CC=CC=C1 2-(4-biphenylyl)amino-9,9-dimethylfluorene